NC1=NN2C(C=C(C=C2)C=2C(=C(C(=O)NCC(C(O)C3=NC=C(C=C3)F)(F)F)C(=CC2)CC)F)=N1 3-{2-amino-[1,2,4]triazolo[1,5-a]pyridin-7-yl}-N-[2,2-difluoro-3-(5-fluoropyridin-2-yl)-3-hydroxypropyl]-6-ethyl-2-fluorobenzamide